C1(=CC=C(C=C1)C=1C=C2C=C(C(NC2=CC1Cl)=O)C=1C=C(C=CC1)CC(=O)O)C1=CC=CC=C1 2-(3-(6-([1,1'-biphenyl]-4-yl)-7-chloro-2-oxo-1,2-dihydroquinolin-3-yl)phenyl)acetic acid